C1(=CC=CC=C1)[P@](OC1=CC=C(C2=CC=CC=C12)Cl)(OC1=C(C=CC=C1[N+](=O)[O-])C)=O 4-chloronaphthalen-1-yl (2-methyl-6-nitrophenyl) (S)-phenylphosphonate